3-ethyl-7-(hydroxymethyl)-1H-1,5-naphthyridin-2-one C(C)C=1C(NC2=CC(=CN=C2C1)CO)=O